N-((S)-(4,4-Difluorocyclohexyl)(5-((R)-1-(4,4,4-trifluorobutanamido)ethyl)-1H-benzo[d]imidazol-2-yl)methyl)-5-isopropylthiazole-4-carboxamide FC1(CCC(CC1)[C@H](NC(=O)C=1N=CSC1C(C)C)C1=NC2=C(N1)C=CC(=C2)[C@@H](C)NC(CCC(F)(F)F)=O)F